N-[(1S)-5-[2-(2-aminopyridin-3-yl)-5-phenylimidazo[4,5-b]pyridin-3-yl]-2,3-dihydro-1H-inden-1-yl]-1-(6-formyl-5-hydroxypyridin-3-yl)cyclopropane-1-carboxamide NC1=NC=CC=C1C1=NC=2C(=NC(=CC2)C2=CC=CC=C2)N1C=1C=C2CC[C@@H](C2=CC1)NC(=O)C1(CC1)C=1C=NC(=C(C1)O)C=O